2-(2,2-Difluorocyclopropyl)ethyl-6-(1-(4-fluorobenzamido)ethyl)-3,4-dihydro-1,5-naphthyridin-1(2H)-carboxylat FC1(C(C1)CCOC(=O)N1CCCC2=NC(=CC=C12)C(C)NC(C1=CC=C(C=C1)F)=O)F